((3-(1-fluorocyclopropyl)-2-methoxyphenyl)amino)-6-((5-fluoropyridin-2-yl)amino)nicotinic acid FC1(CC1)C=1C(=C(C=CC1)NC1=C(C(=O)O)C=CC(=N1)NC1=NC=C(C=C1)F)OC